5,6-dichloro-1,10-phenanthroline ClC1=C2C=CC=NC2=C2N=CC=CC2=C1Cl